C1CN(CCN1)C2=CC=CC(=C2)C(F)(F)F 3-trifluoromethylphenylpiperazine